C1(CCCC1)COC1=CC2=C(N(N=C2C=C1)C)C(=O)NC(C(=O)N)(C)C 2-{[5-(cyclopentylmethoxy)-2-methyl-2H-indazol-3-yl]formamido}-2-methylpropanamide